O=C1C(=C2C(=NN1)C(CC2)OC(CC(=O)O)C)C(F)(F)F 3-[[3-oxo-4-(trifluoromethyl)-2,5,6,7-tetrahydrocyclopenta[c]pyridazin-7-yl]oxy]butanoic acid